C(C=C)(=O)N1CCC2(CC1)CC=C(CC2)C2=C(C1=C(N=CN=C1N)N2C)C#N 6-(3-acryloyl-3-azaspiro[5.5]undec-8-en-9-yl)-4-amino-7-methyl-7H-pyrrolo[2,3-d]pyrimidine-5-carbonitrile